N-((S)-1-((3R,5'S)-5'-cyano-5-(1-fluorocyclopropane-1-carboxamido)-2-oxospiro[indoline-3,3'-pyrrolidin]-1'-yl)-4-methyl-1-oxopentan-2-yl)-4,6-difluoro-N-methyl-1H-indole-2-carboxamide C(#N)[C@@H]1C[C@@]2(CN1C([C@H](CC(C)C)N(C(=O)C=1NC3=CC(=CC(=C3C1)F)F)C)=O)C(NC1=CC=C(C=C12)NC(=O)C1(CC1)F)=O